BrC=1SC(=CN1)C(=O)NC1CC(CCC1)N1C(=NC2=C1C=CC(=C2)C(NC)=O)C2=NC=CC=C2 2-bromo-N-(3-(5-(methylcarbamoyl)-2-(pyridin-2-yl)-1H-benzo[d]imidazol-1-yl)cyclohexyl)thiazole-5-carboxamide